6-[(2R,3S,5R)-5-(6-amino-2-fluoro-purin-9-yl)-2-ethynyl-2-(hydroxymethyl)tetrahydrofuran-3-yl]oxycarbonyloxyhexanoic acid NC1=C2N=CN(C2=NC(=N1)F)[C@H]1C[C@@H]([C@](O1)(CO)C#C)OC(=O)OCCCCCC(=O)O